C(N)(OC(CCC1=NC(=CC2=C1CN(C2=O)C2=NC(=CC=C2)C2=NN=CN2C=2C=NC=CC2)N(C)C(C)C)(C)C)=O ((6-(isopropyl(methyl)amino)-1-oxo-2-(6-(4-(pyridin-3-yl)-4H-1,2,4-triazol-3-yl)pyridin-2-yl)-2,3-dihydro-1H-pyrrolo[3,4-c]pyridin-4-yl)methyl)tert-butyl carbamate